CN(CCNC(C(CCSCCC(=O)OCCCCCC(C)C)NC(C(CCCCCCCCCC)CCCCCCCC)=O)=O)C 6-methylheptyl 3-((4-((2-(dimethylamino)ethyl)amino)-3-(2-octyldodecanamido)-4-oxobutyl)thio)propanoate